[C@H]12CC(C[C@H](CCC1)N2)N(C2=CC=C(N=N2)C2=C(C=C(C=C2)N2N=NC=C2)O)C 2-(6-(((1R,3s,5S)-9-azabicyclo[3.3.1]nonan-3-yl)(methyl)amino)pyridazin-3-yl)-5-(1H-1,2,3-triazol-1-yl)phenol